n-decyl (isodecyl) dodecanedioate C(CCCCCCCCCCC(=O)OCCCCCCCC(C)C)(=O)OCCCCCCCCCC